ethyl 5-(pyridin-2-yl)-2-((2-(trimethylsilyl) ethoxy) methyl)-2H-1,2,3-triazole-4-carboxylate N1=C(C=CC=C1)C=1C(=NN(N1)COCC[Si](C)(C)C)C(=O)OCC